FC1=C2C(NC(=NC2=CC=C1)CCC(=O)N1[C@H](CN(CC1)C1=CC=C(C=N1)C#N)C)=O 6-[(3S)-4-[3-(5-fluoro-4-oxo-3H-quinazolin-2-yl)propionyl]-3-methyl-piperazin-1-yl]pyridine-3-carbonitrile